6-Chloro-N-(1-ethylpiperidin-4-yl)-2-{4-[4-(1,3-thiazol-2-ylmethyl)piperazin-1-yl]phenyl}-3H-imidazo[4,5-b]pyridin-7-amine ClC=1C(=C2C(=NC1)NC(=N2)C2=CC=C(C=C2)N2CCN(CC2)CC=2SC=CN2)NC2CCN(CC2)CC